(2RS)-2-[6-[2-(2-chloro-4-pyridinyl)ethynyl]-1-oxo-isoindolin-2-yl]-2-(5-fluoro-2-hydroxy-phenyl)-N-thiazol-2-yl-acetamide ClC1=NC=CC(=C1)C#CC1=CC=C2CN(C(C2=C1)=O)[C@@H](C(=O)NC=1SC=CN1)C1=C(C=CC(=C1)F)O |r|